C1(=C2N(C=N1)CCC2)[C@H](C(=O)NC=2SC=CN2)N2C(C1=CC(=CC(=C1C2)C(F)(F)F)I)=O |r| (2RS)-2-(6,7-dihydro-5H-pyrrolo[1,2-c]imidazol-1-yl)-2-[6-iodo-1-oxo-4-(trifluoromethyl)isoindolin-2-yl]-N-thiazol-2-yl-acetamide